ClC=1C=C(OC2=NC(=NN2CCC)NC2[C@H]3CN(C[C@@H]2CC3)C=3OC(=NN3)C)C=CC1F (1R,5S,8S)-N-(5-(3-chloro-4-fluorophenoxy)-1-propyl-1H-1,2,4-triazol-3-yl)-3-(5-methyl-1,3,4-Oxadiazol-2-yl)-3-azabicyclo[3.2.1]Octan-8-amine